3-Chloro-5-[(2,4-difluoro-5-isoindolin-4-yl-phenyl)sulfamoyl]-4-methoxy-benzoic acid hydrochloride Cl.ClC=1C=C(C(=O)O)C=C(C1OC)S(NC1=C(C=C(C(=C1)C1=C2CNCC2=CC=C1)F)F)(=O)=O